(R)-8-methoxy-6-(5-methyl-1H-pyrazol-1-yl)-N-(1-(2-(trifluoromethyl)pyrimidin-5-yl)ethyl)quinazolin-4-amine COC=1C=C(C=C2C(=NC=NC12)N[C@H](C)C=1C=NC(=NC1)C(F)(F)F)N1N=CC=C1C